3-(Mercaptopropyl)trimethoxysilane CCC(CO[Si](OC)OC)S